ClCCCCCCI 1-Chloro-6-iodohexane